D-biotinoyl-aminocaproic acid C(CCCC[C@@H]1SC[C@@H]2NC(=O)N[C@H]12)(=O)C(C(=O)O)(CCCC)N